Ethyl 2-((4-(4-(2,6-dichlorophenyl)piperazine-1-carbonyl)-2-nitrophenyl)sulfinyl)acetate ClC1=C(C(=CC=C1)Cl)N1CCN(CC1)C(=O)C1=CC(=C(C=C1)S(=O)CC(=O)OCC)[N+](=O)[O-]